CC1=CC=C2C=C(C(NC2=C1)=O)C=O 1,2-DIHYDRO-7-METHYL-2-OXO-3-QUINOLINECARBOXALDEHYDE